C(N)(=O)C=1C(=C(C(=C2C(=C(NC12)C)Cl)C1CC(CCC1)NC(OC(C)(C)C)=O)F)F tert-butyl (3-(7-carbamoyl-3-chloro-5,6-difluoro-2-methyl-1H-indol-4-yl)cyclohexyl)carbamate